N-(3-(6-(((3aR,5s,6aS)-2-((tetrahydro-2H-pyran-4-yl)methyl-d2)octahydrocyclopenta[c]pyrrol-5-yl)amino)pyridazin-3-yl)phenyl)cyclopropanecarboxamide O1CCC(CC1)C(N1C[C@@H]2[C@H](C1)CC(C2)NC2=CC=C(N=N2)C=2C=C(C=CC2)NC(=O)C2CC2)([2H])[2H]